N-(4-(4,4-difluoropiperidin-1-yl)-5-fluoropyrimidin-2-yl)-4-((2-hydroxyethyl)sulfonamido)-2-(6-azaspiro[2.5]octan-6-yl)benzamide FC1(CCN(CC1)C1=NC(=NC=C1F)NC(C1=C(C=C(C=C1)NS(=O)(=O)CCO)N1CCC2(CC2)CC1)=O)F